CC=1SC2=C(N1)C=CC=1CCC(C12)=CCNC(C)=O N-[2-(2-methyl-6,7-dihydro-8H-indeno[5,4-d][1,3]thiazol-8-ylidene)ethyl]acetamide